4-(methacryloyloxy)butyltrimethyl-ammonium iodide [I-].C(C(=C)C)(=O)OCCCC[N+](C)(C)C